tert-butyl (S)-((5-(6-(3-ethyl morpholino)-4-(2-(methylsulfonyl)propan-2-yl)pyridin-2-yl)-1H-pyrrolo[3,2-b]pyridin-2-yl)methyl)(methyl)carbamate C(C)[C@H]1COCCN1C1=CC(=CC(=N1)C1=CC=C2C(=N1)C=C(N2)CN(C(OC(C)(C)C)=O)C)C(C)(C)S(=O)(=O)C